tert-Butyl (5-chloro-4-(4-((5-cyano-6-(2H-1,2,3-triazol-2-yl)pyridin-3-yl)carbamoyl)-5-(trifluoromethyl)-1H-pyrazol-1-yl)pyridin-2-yl)carbamate ClC=1C(=CC(=NC1)NC(OC(C)(C)C)=O)N1N=CC(=C1C(F)(F)F)C(NC=1C=NC(=C(C1)C#N)N1N=CC=N1)=O